C(=O)(OC(C)(C)C)N[C@@H](CCCNC(N)=N)C(=O)O N-Boc-Arginine